C1(CCCC1)CC1N(C(OC1)=O)C=1C=C(C2=C(N=C(N=C2)NC2=CC=C(C=C2)N2CCN(CC2)C)N1)C#C[Si](C(C)C)(C(C)C)C(C)C 4-(Cyclopentylmethyl)-3-(2-{[4-(4-methylpiperazin-1-yl)phenyl]amino}-5-[2-(triisopropylsilyl)ethynyl]pyrido[2,3-d]pyrimidin-7-yl)-1,3-oxazolidin-2-one